1-(1Z-hexadecenyl)-2-pentadecanoyl-glycero-3-phospho-(1'-sn-glycerol) CCCCCCCCCCCCCC/C=C\OC[C@H](COP(=O)(O)OC[C@H](CO)O)OC(=O)CCCCCCCCCCCCCC